2-(4-(cyclopropylsulfonyl)phenyl)-6-(4-(4-isopropylpiperazin-1-yl)phenyl)-1,4-dimethyl-1H-pyrrolo[3,2-c]pyridine C1(CC1)S(=O)(=O)C1=CC=C(C=C1)C1=CC=2C(=NC(=CC2N1C)C1=CC=C(C=C1)N1CCN(CC1)C(C)C)C